tert-butyl (S)-4-(6-cyclopropyl-7-(4-fluoro-2-methoxyphenyl)-1-(2-isopropyl-4-methylpyridin-3-yl)-2-oxo-1,2-dihydropyrido[2,3-d]pyrimidin-4-yl)-3-methylpiperazine-1-carboxylate C1(CC1)C1=CC2=C(N(C(N=C2N2[C@H](CN(CC2)C(=O)OC(C)(C)C)C)=O)C=2C(=NC=CC2C)C(C)C)N=C1C1=C(C=C(C=C1)F)OC